tert-butyl (2R,5S)-4-(6-chloro-1-(4-(dimethylamino)-2-isopropylpyridin-3-yl)-7-(2-isopropylphenyl)-2-oxo-1,2-dihydropyrido[2,3-d]pyrimidin-4-yl)-2,5-dimethylpiperazine-1-carboxylate ClC1=CC2=C(N(C(N=C2N2C[C@H](N(C[C@@H]2C)C(=O)OC(C)(C)C)C)=O)C=2C(=NC=CC2N(C)C)C(C)C)N=C1C1=C(C=CC=C1)C(C)C